C(C(C)C)(=O)N1[C@H](CN(CC1)C1=CC=C(C=C1)NC(=O)C=1C(NC=CC1NC1=C(C2=C(OCCN2)N=C1)C)=O)C (S)-N-(4-(4-isobutyryl-3-methylpiperazin-1-yl)phenyl)-4-((8-methyl-2,3-dihydro-1H-pyrido[2,3-b][1,4]oxazin-7-yl)amino)-2-oxo-1,2-dihydropyridine-3-carboxamide